C1(CCCC1)C(=O)C=1N=C2N(N1)[C@@H](C[C@@H]2F)C2=CC=CC=C2 |r| cyclopentyl-(rac-(5s,7s)-7-fluoro-5-phenyl-6,7-dihydro-5H-pyrrolo[1,2-b][1,2,4]triazol-2-yl)methanone